cyclopentyl 2-(3-benzoylphenyl)-propionate C(C1=CC=CC=C1)(=O)C=1C=C(C=CC1)C(C(=O)OC1CCCC1)C